3,10-bis(9,9-dimethylfluoren-2-yl)benzo[b]Naphthalene CC1(C2=CC=CC=C2C=2C=CC(=CC12)C1=CC=2C(=C(C3=CC=CC=C3C2)C2=CC=3C(C4=CC=CC=C4C3C=C2)(C)C)C=C1)C